C1C=2C=CC3=C4CC5=C(OCO5)C4=CC=C3C2C(CC1)=O 1H-naphtho[2',1':4,5]indeno[1,2-d][1,3]dioxolan-4(2H)-one